ONC(\C=C\C1=CC=2C(=NOC2C2=CC=C(C=C2)N2CCNCC2)C=C1)=O (E)-N-hydroxy-3-(3-(4-(piperazin-1-yl)phenyl)benzo[c]isoxazol-5-yl)acrylamide